FC(C)(F)C1=C(C(=O)N)C=CC=C1 (1,1-difluoroethyl)benzamide